2-((benzyloxy)carbonyl)-N6-(4-(tert-butyl)-1H-1,2,3-triazole-1-carbonyl)-L-lysine benzyl ester C(C1=CC=CC=C1)OC(C(N)(CCCCNC(=O)N1N=NC(=C1)C(C)(C)C)C(=O)OCC1=CC=CC=C1)=O